[Na].C(CC)NNC(=O)N=N propylcarbazone sodium salt